C(CCCC)C1=C(C=2C3C(COC2C=C1)CCCC3)O pentyl-6a,7,8,9,10,10a-hexahydrobenzo[c]chromen-1-ol